Benzyl (2R,5R)-5-[[4-[1-(benzenesulfonyl)-6-(3,5-dimethylisoxazol-4-yl) pyrrolo[2,3-b]-pyridin-3-yl]-5-(trifluoromethyl)pyrimidin-2-yl]amino]-2-methyl-piperidine-1-carboxylate C1(=CC=CC=C1)S(=O)(=O)N1C=C(C=2C1=NC(=CC2)C=2C(=NOC2C)C)C2=NC(=NC=C2C(F)(F)F)N[C@@H]2CC[C@H](N(C2)C(=O)OCC2=CC=CC=C2)C